38-oxo-2,5,8,11,14,17,20,23,26,29,32,35-dodecaoxa-39-azapentatetracontan O=C(CCOCCOCCOCCOCCOCCOCCOCCOCCOCCOCCOCCOC)NCCCCCC